titanium tetrakis(ethanol) C(C)O.C(C)O.C(C)O.C(C)O.[Ti]